C(C(=O)Cl)(=O)Cl Oxalic acid dichloride